ClC=1C(=NC=CC1C1=NC(=C(C=C1)CCNC[C@H]1CCC(N1)=O)OC)C1=C(C(=CC=C1)NC1=NC=CC(=C1F)CCNCCO)Cl (R)-5-(((2-(3'-chloro-2'-(2-chloro-3-((3-fluoro-4-(2-((2-hydroxyethyl)amino)ethyl)pyridin-2-yl)amino)phenyl)-6-methoxy-[2,4'-bipyridin]-5-yl)ethyl)amino)methyl)pyrrolidin-2-one